3-(perfluoron-decyl) propylene oxide FC(C(C(C(C(C(C(C(C(C(F)(F)F)(F)F)(F)F)(F)F)(F)F)(F)F)(F)F)(F)F)(F)F)(CC1CO1)F